N-(1-(3-((dimethylamino)methyl)phenyl)ethyl)-2-ethoxy-5-isobutyrylaminobenzamide CN(C)CC=1C=C(C=CC1)C(C)NC(C1=C(C=CC(=C1)NC(C(C)C)=O)OCC)=O